N1(CCNCC1)C1=C(C=CC=C1N)N 2-piperazinyl-1,3-phenylenediamine